(6-(6-(((1r,4r)-4-(3-chloro-4-cyanophenoxy)cyclohexyl) carbamoyl)pyridazine-3-yl)-2,6-diazaspiro[3.3]heptane-2-yl)piperidine-1-formate ClC=1C=C(OC2CCC(CC2)NC(=O)C2=CC=C(N=N2)N2CC3(CN(C3)OC(=O)N3CCCCC3)C2)C=CC1C#N